1-benzyl-4-(5-chloro-3-fluoro-2-pyridyl)piperidine-4-carbonitrile C(C1=CC=CC=C1)N1CCC(CC1)(C#N)C1=NC=C(C=C1F)Cl